CS(=O)(=O)OCCN1C(N([C@@H](C1)C(N(C)C1=CC(=C(C=C1)F)Cl)=O)C1=NC(=CC(=C1)C(F)(F)F)C)=O (S)-2-(4-((3-chloro-4-fluorophenyl)(methyl)carbamoyl)-3-(6-methyl-4-(trifluoromethyl)pyridin-2-yl)-2-oxoimidazolidin-1-yl)ethyl methanesulfonate